(4aR,5S,6aS)-5-hydroxy-4a,6a-dimethyl-4,4a,4b,5,6,6a,9,9a,9b,10-decahydro-1H-indeno[5,4-f]-quinoline-2,7(3H,8H)-dione O[C@H]1C[C@@]2(C(CCC2C2C1[C@]1(CCC(NC1=CC2)=O)C)=O)C